4-chloro-3-(dimethylamino)benzamide ClC1=C(C=C(C(=O)N)C=C1)N(C)C